CO[C@@H](C(=O)N1CC=2NN=C(C2C1)NC(C1=CC=C(C=C1)N1CCN(CC1)C)=O)C1=CC=CC=C1 N-[5-((2R)-2-methoxy-2-phenylacetyl)-1,4,5,6-tetrahydropyrrolo[3,4-C]pyrazol-3-yl]-4-(4-methylpiperazin-1-yl)benzamide